N-(2,6-dichloropyridin-3-yl)propionamide ClC1=NC(=CC=C1NC(CC)=O)Cl